C(C)(C)(C)OC(=O)N1CCC2(C(NC(CO2)=O)C)CC1 5-methyl-3-oxo-1-oxa-4,9-diazaspiro[5.5]undecane-9-carboxylic acid tert-butyl ester